5'-((3-Endo)-3-amino-8-azabicyclo[3.2.1]octan-8-carbonyl)-2'-(7-chloro-6-fluoro-1-((1-hydroxycyclobutyl)methyl)-1H-benzo[d][1,2,3]triazol-5-yl)-3-fluoro-[1,1'-biphenyl]-4-carbonitril NC1CC2CCC(C1)N2C(=O)C=2C=CC(=C(C2)C2=CC(=C(C=C2)C#N)F)C2=CC1=C(N(N=N1)CC1(CCC1)O)C(=C2F)Cl